N-(6-amino-5-fluoro-pyrimidin-4-yl)cyclopropanecarboxamide tert-butyl-(2R,5'S)-4-methoxy-5'-methyl-3H-spiro[furo[3,2-c]pyridine-2,3'-pyrrolidine]-1'-carboxylate C(C)(C)(C)OC(=O)N1C[C@]2(C[C@@H]1C)CC=1C(=NC=CC1O2)OC.NC2=C(C(=NC=N2)NC(=O)C2CC2)F